[O-]CC.[O-]CC.[O-]CC.C(C(C)C)C1(C=CC=C1)[Zr+3] (isobutyl-cyclopentadienyl)zirconium triethoxide